CC1=C(C=CC=C1C)C1(CCN(CC1)C(CN1N=C(C2=C1C[C@@H]1[C@H]2C1)C(=O)O)=O)F (3bR,4aR)-1-(2-(4-(2,3-dimethylphenyl)-4-fluoropiperidin-1-yl)-2-oxoethyl)-3b,4,4a,5-tetrahydro-1H-cyclopropa[3,4]cyclopenta[1,2-c]pyrazole-3-carboxylic acid